FC(C1=C(C=C2CCCN(C2=C1)C=1C=2C=C(C(N(C2C=C(C1)CC)C)=O)C)C=1C=CC(=NC1)C(=O)[O-])F.[Li+] Lithium 5-(7-(difluoromethyl)-7'-ethyl-1',3'-dimethyl-2'-oxo-1',2',3,4-tetrahydro-2H-[1,5'-biquinolin]-6-yl)picolinate